bromomethanamine BrCN